5-bromo-4-fluorobenzothiophene BrC=1C=CC2=C(C=CS2)C1F